2-(butynyl)-5-(ethenylethynyl)thiophene C(#CCC)C=1SC(=CC1)C#CC=C